23-(3-fluorobicyclo[1.1.1]pentan-1-yl)tricos-22-enoic acid FC12CC(C1)(C2)C=CCCCCCCCCCCCCCCCCCCCCC(=O)O